[Si](C1=CC=CC=C1)(C1=CC=CC=C1)(C(C)(C)C)OCCCN1COCC2=C1N=C(N=C2Cl)Cl (3-((tert-butyldiphenylsilyl)oxy)propyl)-5,7-dichloro-1,4-dihydro-2H-pyrimido[4,5-d][1,3]oxazine